(S)-methyl 1-(4-chloro-3-fluorophenyl)-3-methylpyrrolidine-3-carboxylate ClC1=C(C=C(C=C1)N1C[C@](CC1)(C(=O)OC)C)F